ClC1=C(C=CC=C1)CC(=O)NC1=CC(=C(C=C1)C=1C=NC(=NC1)C)S(N=CN(C)C)(=O)=O 2-(2-chlorophenyl)-N-[3-{[(dimethylamino)methylidene]Sulfamoyl}-4-(2-methylpyrimidin-5-yl)phenyl]Acetamide